COC(C)(C)C1=CC(CCC1)C (2-methoxypropan-2-yl)-3-methylcyclohex-1-ene